NC1=CC=C2C(C=C(NC2=N1)C(F)(F)F)=O 7-amino-2-(trifluoromethyl)-1,8-naphthyridin-4(1H)-one